C(C1=CC=CC=C1)C1=NC(=NN1)C(=O)N[C@@H]1C(NC2=C(OC1)C=CC(=C2)C#CC(=C)C)=O (S)-5-benzyl-N-(7-(3-methylbut-3-en-1-yn-1-yl)-4-oxo-2,3,4,5-tetrahydrobenzo[b][1,4]oxazepin-3-yl)-1H-1,2,4-triazole-3-carboxamide